C(C)N(C1C(CCC1)OC=1C=C2CN(C(C2=CC1)=O)C1C(NC(CC1)=O)=O)CCF 3-(5-((2-(ethyl(2-fluoroethyl)amino)cyclopentyl)oxy)-1-oxoisoindolin-2-yl)piperidine-2,6-dione